NC1=NC(N(C=C1F)[C@@H]1O[C@]([C@H]([C@@H]1O[Si](C)(C)C)OCC1=CC=CC=C1)(CCl)COCC1=CC=CC=C1)=O 4-amino-1-[(2R,3S,4S,5R)-4-(benzyloxy)-5-[(benzyloxy)methyl]-5-(chloromethyl)-3-[(trimethylsilyl)oxy]oxolan-2-yl]-5-fluoropyrimidin-2-one